N-(tetrahydro-2H-pyran-4-yl)-1H-indol-2-carboxamide O1CCC(CC1)NC(=O)C=1NC2=CC=CC=C2C1